ClC=1C=C(C=2N(C1)C=CN2)N2CCOCC2 4-{6-chloroimidazo[1,2-a]pyridin-8-yl}morpholine